C(CCCCC)[NH3+] Hexyl-Ammonium